FC1=C(C(=CC(=C1)F)OCCOC)C=1C2=C(C(=NC1C1=NN3C(CN[C@@H](C3)C)=C1)N1C(C=CC=C1)=O)C=CS2 1-[7-[2,4-difluoro-6-(2-methoxyethoxy)phenyl]-6-[(6R)-6-methyl-4,5,6,7-tetrahydropyrazolo[1,5-a]pyrazin-2-yl]thieno[3,2-c]pyridin-4-yl]pyridin-2-one